(4-(4-ethylpiperazin-1-yl)methylphenyl)-6-(4-fluorobenzamido)-3,4-dihydroisoquinoline-2(1H)-carboxamide C(C)N1CCN(CC1)CC1=CC=C(C=C1)C1N(CCC2=CC(=CC=C12)NC(C1=CC=C(C=C1)F)=O)C(=O)N